C(C1=CC=CC=C1)C1=CC(=C(C=C1C)O)C 4-Benzyl-2,5-dimethylphenol